BrC=1C=2N(C=CC1)N=CC2C#N 4-bromopyrazolo[1,5-a]pyridin-3-carbonitrile